[Si](C)(C)(C(C)(C)C)N(C1=CC=C(C=C)C=C1)[Si](C)(C)C(C)(C)C 4-bis(t-butyl-dimethylsilyl)aminostyrene